C(#N)C1=C(C=CC=C1)NC(N)=O (E)-3-(2-cyanophenyl)urea